4-[(7-cyano-2-formyl-2,3-dihydro-1H-inden-5-yl)oxymethyl]imidazole-1-carboxylic acid tert-butyl ester C(C)(C)(C)OC(=O)N1C=NC(=C1)COC=1C=C2CC(CC2=C(C1)C#N)C=O